CN1[C@@H]([C@H](CC1=O)C(NCCOCCC(NCCOCC(NCCOCC(=O)OC(C)(C)C)=O)=O)=O)C=1C=NC=CC1 tert-butyl 1-((2S,3S)-1-methyl-5-oxo-2-(pyridin-3-yl)pyrrolidin-3-yl)-1,8,14-trioxo-5,12,18-trioxa-2,9,15-triazaicosan-20-oate